FC1CC2=CC=3CC(CC3C(=C2C1)NC(=O)N=S(=O)(N)C=1C=NN2C1OCC(C2)(C)C)F N'-((2,6-difluoro-1,2,3,5,6,7-hexahydro-s-indacen-4-yl)carbamoyl)-6,6-dimethyl-6,7-dihydro-5H-pyrazolo[5,1-b][1,3]oxazine-3-sulfonimidamide